C(#N)C1C(C1)C=1C=NN2C1C(=C(C=C2)C(=O)N)C#CC#CCC(C=2C(N(C=CC2)C)=O)C2=C(C=CC(=C2)F)F 3-(2-Cyanocyclopropyl)-4-(6-(2,5-difluorophenyl)-6-(1-methyl-2-oxo-1,2-dihydropyridin-3-yl)hex-1,3-diyn-1-yl)pyrazolo[1,5-a]pyridine-5-carboxamide